2-hydroxy-4'-((4-methoxyphenyl)sulfonamido)-[1,2'-binaphthalen]-1'-yl dihydrogen phosphate P(=O)(OC1=C(C=C(C2=CC=CC=C12)NS(=O)(=O)C1=CC=C(C=C1)OC)C1=C(C=CC2=CC=CC=C12)O)(O)O